(7S)-2-(((1-((5-fluoropyrimidin-2-yl)methyl)-1H-pyrazol-4-yl)methyl)amino)-7,8-dimethyl-7,8-dihydropteridin-6(5H)-one FC=1C=NC(=NC1)CN1N=CC(=C1)CNC1=NC=2N([C@H](C(NC2C=N1)=O)C)C